([1,1':4',1'']terphenyl-4-yl)-(4-naphthalen-1-yl-phenyl)-[1,1':4',1'']terphenyl-3-yl-amine C1(=CC=C(C=C1)N(C=1C=C(C=CC1)C1=CC=C(C=C1)C1=CC=CC=C1)C1=CC=C(C=C1)C1=CC=CC2=CC=CC=C12)C1=CC=C(C=C1)C1=CC=CC=C1